ClC1=C(C2=C(C=3C=NC(=NC13)N1[C@H]([C@H](CC1)N(C)C)C)COC2)C2=NC=C(C1=C2C(=C(S1)NC(OC(C)(C)C)=O)C#N)F tert-Butyl (4-(5-chloro-3-((2S,3S)-3-(dimethylamino)-2-methylpyrrolidin-1-yl)-7,9-dihydrofuro[3,4-f]quinazolin-6-yl)-3-cyano-7-fluorothieno[3,2-c]pyridin-2-yl)carbamate